C(CCC)NC=1C(=CC=CC1)N N-butylbenzene-1,2-diamine